N1(CCNCC1)C1=CC2=C(C=C1)C1(C(NC(CC1)=O)=O)CO2 6-(piperazin-1-yl)-2H-spiro[benzofuran-3,3'-piperidine]-2',6'-dione